C(C=CC=CC=CC=CC=CC=CCCCCCCCCC)(=O)NCCOC(C1=CC(=C(C=C1)F)C)=O 3-methyl-4-fluorobenzoic acid-(docosahexenoylaminoethyl) ester